3-iodobut-2-en IC(=CC)C